2-chloro-6-fluorobenzaldehyde-O-(1-methyl-1H-imidazole-4-carbonyl) oxime CN1C=NC(=C1)C(=O)ON=CC1=C(C=CC=C1F)Cl